C(CCC)OC1=CC=C(C=C1)S(=O)(=O)C=1C=NC2=CC=C(C=C2C1N1N=NN=C1)C(=O)OCC ethyl 3-((4-butoxyphenyl)sulfonyl)-4-(1H-tetrazol-1-yl)quinoline-6-carboxylate